N1(N=CN=C1)C1=CC=C(N)C=C1 4-(1,2,4-triazol-1-yl)aniline